O=N[C@@H](CCCC)C(=O)O ketonorleucine